5-(2-((2-cyano-2-methylpropyl)amino)-6-fluoro-4-methoxypyrrolo[2,1-f][1,2,4]triazin-5-yl)-N-isopropylpyrazolo[1,5-a]pyridine-3-carboxamide C(#N)C(CNC1=NN2C(C(=N1)OC)=C(C(=C2)F)C2=CC=1N(C=C2)N=CC1C(=O)NC(C)C)(C)C